(5S,7S)-7-fluoro-5-(2-fluorophenyl)-2-(methylthio)-6,7-dihydro-5H-pyrrolo[1,2-b][1,2,4]triazole F[C@H]1C[C@H](N2N=C(N=C21)SC)C2=C(C=CC=C2)F